CC1C(CCC=C1)(C)C trimethylcyclohex-3-ene